rac-(5aR,6S,7S,8R,8aS)-5a-(4-bromophenyl)-7-((dimethylamino)methyl)-1,3-dimethoxy-6-phenyl-5a,6,7,8-tetrahydro-8aH-cyclopenta[4,5]furo[3,2-c]pyridine-8,8a-diol BrC1=CC=C(C=C1)[C@]12[C@](C=3C(=NC(=CC3O1)OC)OC)([C@@H]([C@@H]([C@H]2C2=CC=CC=C2)CN(C)C)O)O |r|